4-[(3aS,6aS)-5-[5-(propan-2-yloxy)pyrimidin-2-yl]-octahydropyrrolo[3,4-c]pyrrol-2-yl]-6-chloro-1-methyl-2-oxo-1,2-dihydro-1,5-naphthyridine-3-carbonitrile CC(C)OC=1C=NC(=NC1)N1C[C@H]2[C@H](C1)CN(C2)C2=C(C(N(C1=CC=C(N=C21)Cl)C)=O)C#N